OC=1C=C(C=NC1)C1=CC=C(C=C1)C(C)N1CCN(CC1)C1=CC=C(C(=O)NC2=CC=C(C=C2)OC)C=C1 4-[4-[1-[4-(5-Hydroxypyridin-3-yl)phenyl]ethyl]piperazin-1-yl]-N-(4-methoxyphenyl)benzamide